C(C)(C)(C)C=1C=CC2=C(NC(S2)C=CC2=C(C(=O)NCC(=O)N3C(CC(C3)(F)F)C#N)C=CN=C2)C1 3-(2-(5-(tert-butyl)-2,3-dihydrobenzo[d]thiazol-2-yl)vinyl)-N-(2-(2-cyano-4,4-difluoropyrrolidin-1-yl)-2-oxoethyl)isonicotinamide